4,6-Dichloro-3-iodopyrazolo[1,5-a]pyrazine ClC=1C=2N(C=C(N1)Cl)N=CC2I